4-(3'-chloro-4'-fluorophenylamino)-7-methoxy-6-(3-morpholinylpropoxy)quinazoline ClC=1C=C(C=CC1F)NC1=NC=NC2=CC(=C(C=C12)OCCCN1CCOCC1)OC